(S)-6-(3-amino-5-fluoro-6-(3-(pyrrolidin-2-yl)-4-(tetrahydro-2H-pyran-4-yl)phenyl)pyrazin-2-yl)-3,4-dihydroisoquinolin-1(2H)-one NC=1C(=NC(=C(N1)F)C1=CC(=C(C=C1)C1CCOCC1)[C@H]1NCCC1)C=1C=C2CCNC(C2=CC1)=O